3-[(5-chloro-1H-indol-2-yl)methyl]-1-methyl-1-[1-(3-oxo-3,4-dihydropyrazine-2-carbonyl)piperidin-3-yl]urea ClC=1C=C2C=C(NC2=CC1)CNC(N(C1CN(CCC1)C(=O)C1=NC=CNC1=O)C)=O